4-bora-3a,4a-diaza-s-indacene-3-propionic acid succinimidyl ester C1(CCC(N1OC(CCC1C=CC2=CC3=CC=CN3BN12)=O)=O)=O